C(C)C(C(C(=O)O)(O)CC)(O)C(=O)O.C(C)(=O)N[C@H]1C[C@H](CCC1)C(=O)NC1=NC=C(C(=C1)C=1N2CC(CC2=C(C1)C#N)(C)C)Cl (1S,3R)-3-acetylamino-N-(5-chloro-4-(7-cyano-2,2-dimethyl-2,3-dihydro-1H-pyrrolizin-5-yl)pyridin-2-yl)cyclohexane-1-carboxamide diethyltartarate